N1C=CC2=CC=C(C=C12)C1=C(NC=2C1=NC=CC2)C2=C(C=NC=C2)OC[C@H]2N(CCC2)C(C=C)=O 1-{(2S)-2-[({4-[3-(1H-indol-6-yl)-1H-pyrrolo[3,2-b]pyridin-2-yl]pyridin-3-yl}oxy)methyl]pyrrolidin-1-yl}prop-2-en-1-one